tert-butyl N-[2-[1-[1-(2,6-dibenzyloxy-3-pyridyl)-4-fluoro-3-methyl-2-oxo-benzimidazol-5-yl]-4-piperidyl]ethyl]carbamate C(C1=CC=CC=C1)OC1=NC(=CC=C1N1C(N(C2=C1C=CC(=C2F)N2CCC(CC2)CCNC(OC(C)(C)C)=O)C)=O)OCC2=CC=CC=C2